ClC1=C(C=C2C(=NN=C(C2=C1)N1CCN(CC1)C(C=C)=O)C1=C(C=CC=C1)Cl)C1=C(C=CC=C1O)F 1-(4-(7-chloro-4-(2-chlorophenyl)-6-(2-fluoro-6-hydroxyphenyl)-1-phthalazinyl)-1-piperazinyl)-2-propen-1-one